N1=CC(=CC=C1)C1(CCC1)C(N)=S 1-(pyridin-3-yl)cyclobutanethiocarboxamide